(2S)-4-chloro-2-[4-(4-fluoro-3-methoxy-phenoxy)phenyl]-5-[[(3S)-tetrahydropyran-3-yl]methylamino]pyridazin-3-one ClC=1C(N(N=CC1NC[C@H]1COCCC1)C1=CC=C(C=C1)OC1=CC(=C(C=C1)F)OC)=O